FC(C)([Si]([Si](C)(C)C)([Si](C)(C)C)[Si](C)(C)C)F 2,2-difluoro-2-(1,1,1,3,3,3-hexamethyl-2-(trimethylsilyl)trisilane-2-yl)ethane